CC1=NOC(=C1S(=O)(=O)N[C@@H]1CN(C[C@H]1OCC1=CC=C(C=C1)C(F)(F)F)C(=O)OC(C)(C)C)C tert-butyl trans-3-(3,5-dimethylisoxazole-4-sulfonamido)-4-(4-(trifluoromethyl)benzyloxy)pyrrolidine-1-carboxylate